Cl.C(C)(C)(C)OC(=O)N1C[C@@H](NCC1)COCC1=C(C(=O)O)C=C(C(=C1Cl)I)Cl 2-[[(2R)-4-tert-Butoxycarbonylpiperazin-2-yl]methoxymethyl]-3,5-dichloro-4-iodo-benzoic acid hydrochloride